[Cl-].C(CCCCCCC)[NH+]1C(CCCC1)CCC 1-Octyl-2-propylpiperidinium chlorid